bisphosphinoamine PNP